BrC1=C2C=NN(C2=CC(=C1N)F)C1OCCCC1 4-bromo-6-fluoro-1-(tetrahydro-2H-pyran-2-yl)-1H-indazol-5-amine